(S)-4-(2-oxopyrrolidin-1-yl)-3-(4-methylphenyl)-N-((R)-1-(5-methoxypyridin-2-yl)ethyl)-4,5-dihydro-1H-pyrazole-1-carboxamide O=C1N(CCC1)[C@@H]1C(=NN(C1)C(=O)N[C@H](C)C1=NC=C(C=C1)OC)C1=CC=C(C=C1)C